COC=1C=C(C=CC1)SC1=CC=CC=2N1N=CC2C(=O)N2CCCCC2 7-((3-methoxyphenyl)thio)(pyrazolo[1,5-a]pyridin-3-yl)(piperidin-1-yl)methanone